BrCC1=C(C(=O)[O-])C=CC(=C1)[N+](=O)[O-] 2-(bromomethyl)-4-nitrobenzoate